ClC1=CC=C(C=C1)C(N1C[C@@H](N(C[C@@H]1C)C1=C(C(N(C=2C=CC(=NC12)C#N)C)=O)Cl)C)C1=CC=C(C=C1)Cl |&1:13| 8-((2S,SR)-4-(bis(4-chlorophenyl)methyl)-2,5-dimethylpiperazin-1-yl)-7-chloro-5-methyl-6-oxo-5,6-dihydro-1,5-naphthyridine-2-carbonitrile